BrC=1C=NC(=NC1)N(CC1=C(C=C(C=C1)OC)OC)CC1=C(C=C(C=C1)OC)OC 5-bromo-N,N-bis[(2,4-dimethoxyphenyl)methyl]pyrimidin-2-amine